NC1=CC=C(CN([C@@H]2CC[C@H](CC2)C(=O)OC)CC)C=C1 methyl trans-4-((4-aminobenzyl)(ethyl)amino)cyclohexane-1-carboxylate